C(C)(=O)C1=NN(C2=CC=C(C=C12)C=1C=NC(=NC1)N)CC(=O)N1[C@@H]2C[C@@]2(C[C@H]1C(=O)NC1=NC(=CC=C1)Br)C (1R,3S,5R)-2-(2-(3-acetyl-5-(2-aminopyrimidin-5-yl)-1H-indazol-1-yl)acetyl)-N-(6-bromopyridin-2-yl)-5-methyl-2-azabicyclo[3.1.0]hexane-3-carboxamide